Cl.FC=1C=C2C(=NNC2=CC1OCCOC)C1=CC(=NO1)C1=CC=C(C=C1)C(=O)N1CCN(CC1)C1COC1 5-fluoro-6-(2-methoxyethoxy)-3-(3-{4-[4-(oxetan-3-yl)piperazine-1-carbonyl]phenyl}-1,2-oxazol-5-yl)-1H-indazole hydrochloride